2,5-dimethylthiazoline CC=1SC(CN1)C